ClC=1C=C(C=C(C1OC1=CC=C(C=C1)O)Cl)NC(CC(=O)O)=O 3-((3,5-dichloro-4-(4-hydroxyphenoxy)phenyl)amino)-3-oxopropanoic acid